1-[[2-(Methoxymethyl)-6-methyl-imidazo[2,1-b][1,3,4]thiadiazol-5-yl]methyl]-3-propyl-2H-pyrrol-5-on COCC1=NN2C(S1)=NC(=C2CN2CC(=CC2=O)CCC)C